[Pd].[Pd].C(C1=CC=CC=C1)=CC(=O)C=CC1=CC=CC=C1 bis-benzylideneacetone dipalladium